isopropyl (S)-6-diazo-2-((S)-3-methoxybutanamido)-5-oxohexanoate [N+](=[N-])=CC(CC[C@@H](C(=O)OC(C)C)NC(C[C@H](C)OC)=O)=O